3-(2-methoxyethyl)isophthalamide COCCC1(CC(C(=O)N)=CC=C1)C(=O)N